N,N-bis[(4-methoxyphenyl)methyl]-4-methyl-6-(4,4,5,5-tetramethyl-1,3,2-dioxaborolan-2-yl)pyridin-2-amine COC1=CC=C(C=C1)CN(C1=NC(=CC(=C1)C)B1OC(C(O1)(C)C)(C)C)CC1=CC=C(C=C1)OC